2-hydroxypropyltriethoxysilane OC(C[Si](OCC)(OCC)OCC)C